2-(3,5-difluoromethyl-benzoyl)-2,3,4,9-tetrahydro-1H-β-carboline FCC=1C=C(C(=O)N2CC=3NC4=CC=CC=C4C3CC2)C=C(C1)CF